(1r,3r)-3-((5-aminopyridin-2-yl)amino)cyclobutan-1-ol NC=1C=CC(=NC1)NC1CC(C1)O